(8Z)-8,12-tridecadien-10-ynal C(CCCCCC\C=C/C#CC=C)=O